COC=1C=C(C=CC1NCC#CC=1N(C2=CC=CC(=C2C1)NC1CCC(CC1)N(C)C)CC(F)(F)F)S(=O)(=O)NC 3-methoxy-N-methyl-4-{[3-(4-{[(1R,4R)-4-(dimethylamino)cyclohexyl]amino}-1-(2,2,2-trifluoro-ethyl)-1H-indol-2-yl)prop-2-yn-1-yl]amino}benzene-1-sulfonamide